C1N(CCC2=CC=CC=C12)C[C@H](CN1C(C=2C=CC(=NC2CC1)OC1CCN(CC1)C[C@@H](C)O)=O)O 6-[(2R)-3-(3,4-dihydro-1H-isoquinolin-2-yl)-2-hydroxypropyl]-2-[[1-[(2R)-2-hydroxypropyl]-4-piperidyl]oxy]-7,8-dihydro-1,6-naphthyridin-5-one